NC=1C2=C(N=CN1)N(C(=C2C2=CC(=C(C=C2)OC2=NC=CC(=N2)C)F)C=2C=NC(=CC2C)C#C)C2CC(C2)O (1S,3r)-3-(4-amino-6-(6-ethynyl-4-methylpyridin-3-yl)-5-(3-fluoro-4-((4-methylpyrimidin-2-yl)oxy)phenyl)-7H-pyrrolo[2,3-d]pyrimidin-7-yl)cyclobutan-1-ol